[N+](=O)([O-])C1=CC=C(C(=O)O[C@@H]2[C@@H](CCCC2)N2N=CC(=C2)C(=O)OCC)C=C1 ethyl 1-(cis-2-((4-nitrobenzoyl)oxy)cyclohexyl)-1H-pyrazole-4-carboxylate